C(#N)C1=CC=C(C(=O)NC2(CCC2)C2=CC=C(C=C2)C=2C=NC(=CC2OC)C(F)(F)F)C=C1 4-cyano-N-(1-(4-(4-methoxy-6-(trifluoromethyl)pyridin-3-yl)phenyl)cyclobutyl)benzamide